COC=1C=CC(=NC1C)C(C)(C)NC(OC)=O methyl (2-(5-methoxy-6-methylpyridin-2-yl)propan-2-yl)carbamate